C1=NC(=CC2=CN=CC=C12)C(C)N1C[C@@H](N(C[C@H]1CC)C=1C=2C(N(C(C1)=O)C)=CN(N2)CC#N)CC 2-(7-((2s,5r)-4-(1-(2,6-naphthyridin-3-yl)ethyl)-2,5-diethylpiperazin-1-yl)-4-methyl-5-oxo-4,5-dihydro-2H-pyrazolo[4,3-b]pyridin-2-yl)acetonitrile